7-bromo-8-cyclobutoxy-[1,2,4]triazolo[1,5-a]pyridin-2-amine BrC1=C(C=2N(C=C1)N=C(N2)N)OC2CCC2